Cl.N[C@@H]1[C@@H](CCCCC1)C(=O)O cis-2-aminocycloheptane-carboxylic acid hydrochloride